CS(=O)(=O)O[C@@H](C(=O)N[C@@H](CC(=O)OCC)C=1C=C(C=C(C1F)Cl)C1=C(C=C(C=C1C)F)CCCCC=C)CC=C Ethyl (S)-3-((R)-2-((methylsulfonyl)oxy)pent-4-enamido)-3-(5-chloro-4,4'-difluoro-2'-(hex-5-en-1-yl)-6'-methyl-[1,1'-biphenyl]-3-yl)propanoate